1-bromo-4-[(1E)-2-(4-butylcyclohex-1-en-1-yl)-1,2-difluoroethenyl]benzene BrC1=CC=C(C=C1)/C(=C(\F)/C1=CCC(CC1)CCCC)/F